C1(CC1)C=1OC(=NN1)C1=CC=C(C=C1)C 2-cyclopropyl-5-(p-tolyl)-1,3,4-oxadiazole